1-[7-[5-[(1R)-1-(3,5-dichloro-4-pyridyl)ethoxy]-1H-indazol-3-yl]-2,3-dihydropyrido[2,3-b][1,4]oxazin-1-yl]-2-(dimethylamino)ethanone ClC=1C=NC=C(C1[C@@H](C)OC=1C=C2C(=NNC2=CC1)C1=CC2=C(OCCN2C(CN(C)C)=O)N=C1)Cl